[O-]N1C(CC(CC1(C)C)[N+](CCO)(C)C)(C)C N-(1-oxido-2,2,6,6-tetramethyl-4-piperidyl)-N,N-dimethyl-N-hydroxyethylammonium